4-[7-(ethylamino)-[1,2,4]triazolo[1,5-a]pyridin-5-yl]benzonitrile C(C)NC1=CC=2N(C(=C1)C1=CC=C(C#N)C=C1)N=CN2